O=C1N(C(C=C1)=O)[C@@H](C(=O)NCC1=C(C=CC=C1)F)C (R,S)-2-(2,5-dioxo-2,5-dihydro-1H-pyrrol-1-yl)-N-(2-fluorobenzyl)propanamide